ClC=1C=C(C=C(C1)Cl)C=1C(=CC=C2C(=C(C=NC12)C(=O)NN1CCOC2=C1C=CC=C2)N2CCOCC2)F 8-(3,5-dichlorOphenyl)-N-(2,3-dihydrO-1,4-benzoxazin-4-yl)-7-fluorO-4-morpholino-quinoline-3-carboxamide